2-(3,4-dimethoxyphenyl)-5-[3-(piperazine-1-carbonyl)phenyl]-3-(propane-2-yl)-1H-indole COC=1C=C(C=CC1OC)C=1NC2=CC=C(C=C2C1C(C)C)C1=CC(=CC=C1)C(=O)N1CCNCC1